2-methoxyethyl (1S,2R,5R)-2-(hydroxycarbamoyl)-3-((6-((1-phenyl-1H-pyrazol-4-yl)oxy)pyridin-3-yl)sulfonyl)-3,8-diazabicyclo[3.2.1]octane-8-carboxylate ONC(=O)[C@H]1[C@@H]2CC[C@H](CN1S(=O)(=O)C=1C=NC(=CC1)OC=1C=NN(C1)C1=CC=CC=C1)N2C(=O)OCCOC